[C@H]12COC[C@@H]2C1NC(=O)C=1C=C(C2=C(C(CO2)C2=CC(=CC=C2)OCCO)C1)C(=O)NC (+/-)-N5-((1R,5S,6r)-3-Oxabicyclo[3.1.0]hexan-6-yl)-3-(3-(2-hydroxyethoxy)phenyl)-N7-methyl-2,3-dihydrobenzofuran-5,7-dicarboxamide